BrC1=CC=CC(=N1)OCC1=NC=C(C=C1F)C 2-[(6-bromo-2-pyridyl)oxymethyl]-3-fluoro-5-methyl-pyridine